N-(4-((2-(6-aminohexyl)isoindolin-5-yl)carbamoyl)benzyl)-N-cyclopropyl-3-oxo-3,4-dihydro-2H-benzo[b][1,4]oxazine-7-carboxamide bis(2,2,2-trifluoroacetate) FC(C(=O)O)(F)F.FC(C(=O)O)(F)F.NCCCCCCN1CC2=CC=C(C=C2C1)NC(=O)C1=CC=C(CN(C(=O)C=2C=CC3=C(OCC(N3)=O)C2)C2CC2)C=C1